5-(2-amino-4-(1-cyclopropyl-3-hydroxy-2-(pyridin-3-yl)propan-2-yl)quinazolin-6-yl)-1,3-dimethylpyridin-2(1H)-on NC1=NC2=CC=C(C=C2C(=N1)C(CC1CC1)(CO)C=1C=NC=CC1)C=1C=C(C(N(C1)C)=O)C